COC1=C(C=CC=C1)C1OC(CC1C(=O)OCCC(=C(F)F)F)=O 3,4,4-trifluorobut-3-enyl 2-(2-methoxyphenyl)-5-oxo-tetrahydrofuran-3-carboxylate